FC(CCCCCC(=O)NC1=C(C=C(C=C1)NCC1=CC=C(C=C1)C(F)(F)F)NC)CF 7,8-difluoro-N-(2-(methylamino)-4-((4-(trifluoromethyl)benzyl)amino)phenyl)octanamide